6-((1R,2R,4S)-2-amino-7-azabicyclo[2.2.1]heptan-7-yl)-3-(3,4-dichloro-2-ethyl-2H-indazol-5-yl)-5-methyl-1,5-dihydro-4H-pyrazolo[3,4-d]pyrimidin-4-one N[C@H]1[C@H]2CC[C@@H](C1)N2C=2N(C(C1=C(N2)NN=C1C1=C(C2=C(N(N=C2C=C1)CC)Cl)Cl)=O)C